C(C)C1=CC=2C(C3=CC=CC=C3SC2C(=C1)CC)=O D-2,4-diethylthioxanth-9-one